2-[(1R)-1-(4-chlorophenyl)-2-[(5-chloropyridin-2-yl)methyl]-1-methoxy-3-oxo-2,3-dihydro-1H-isoindol-5-yl]-N-[2-(dimethylamino)ethyl]-2-hydroxypropanamide ClC1=CC=C(C=C1)[C@@]1(N(C(C2=CC(=CC=C12)C(C(=O)NCCN(C)C)(C)O)=O)CC1=NC=C(C=C1)Cl)OC